4-(4-fluorophenyl)-2-(4-morpholinylbutyl)pyridazin-3(2H)-one FC1=CC=C(C=C1)C=1C(N(N=CC1)CCCCN1CCOCC1)=O